1,3-bis-(2-chloro-2-propyl)benzene ClC(C)(C)C1=CC(=CC=C1)C(C)(C)Cl